ethyl-(4-((2-chloro-7,8-dihydro-6H-thiopyrano[3,2-d]pyrimidin-4-yl) amino)-2,6-difluorophenyl) acetate C(C)(=O)OC1=C(C(=C(C=C1F)NC=1C2=C(N=C(N1)Cl)CCCS2)CC)F